BrC=1C=C(OC2=CC=C(C=C2)\C=C/2\C(=C(C3=CC=CC=C23)CCC2=NN=NN2)C)C=CC1 5-{2-[(1Z)-1-{[4-(3-bromophenoxy)phenyl]methylidene}-2-methyl-1H-inden-3-yl]ethyl}-1H-1,2,3,4-tetrazole